ISOAMYL-AMINE C(CC(C)C)N